Butyl-oxybenzene C(CCC)OC1=CC=CC=C1